N-(5-chloro-6-(2H-1,2,3-triazol-2-yl)pyridin-3-yl)-1-(isoquinolin-4-yl)-1H-pyrazole-4-carboxamide ClC=1C=C(C=NC1N1N=CC=N1)NC(=O)C=1C=NN(C1)C1=CN=CC2=CC=CC=C12